C(C)OC1=C(C=C(C=C1)S(=O)(=O)N1CCN(CC1)CCO)C1=NN2C(C(N1)=O)=C(C(=C2CCC)/C=N/O)C (E)-2-(2-ethoxy-5-((4-(2-hydroxyethyl)piperazin-1-yl)sulfonyl)phenyl)-5-methyl-4-oxo-7-propyl-3,4-dihydropyrrolo[2,1-f][1,2,4]triazine-6-carbaldehyde oxime